4-(3-((cyclobutylmethyl)amino)piperidin-1-yl)-1-((4-(6-methoxy-1H-indazol-4-yl)-1H-1,2,3-triazol-1-yl)methyl)pyridin-2(1H)-one C1(CCC1)CNC1CN(CCC1)C1=CC(N(C=C1)CN1N=NC(=C1)C1=C2C=NNC2=CC(=C1)OC)=O